FC=1C=C(C=C(C1)F)[C@H]1CCC=2N1C=C(N2)NC([C@H](C)N2C[C@@](C(CC2)(F)F)(C)C2=CC=[N+](C=C2)[O-])=O 4-((R)-1-((S)-1-(((R)-5-(3,5-difluorophenyl)-6,7-dihydro-5H-pyrrolo[1,2-a]imidazol-2-yl)amino)-1-oxopropan-2-yl)-4,4-difluoro-3-methylpiperidin-3-yl)pyridine 1-oxide